Tert-butyl (1-{[4-(dimethylamino)phenyl]amino}-4-methyl-1-oxopentan-2-yl)carbamate CN(C1=CC=C(C=C1)NC(C(CC(C)C)NC(OC(C)(C)C)=O)=O)C